C12(C(=CC=C3C4=CC=CC=C4C=C13)N(C1=C(C(=CC=3C4=CC=CC=C4CC13)C)C)C1=C(C=CC=C1)C=1C(=CC=CC1)C1=CC=CC=C1)C=CC=C1C3=CC=CC=C3C=C12 (spirobifluorenyl)(terphenylyl)(dimethylfluorenyl)amine